ClC1=C(C=CC(=C1)Cl)C=1CCCC2=C(C1C=1C=C(O[C@H]3CN(CC3)CCCF)C=CC1)C=CC=C2 (R)-3-(3-(8-(2,4-dichlorophenyl)-6,7-dihydro-5H-benzo[7]annulen-9-yl)phenoxy)-1-(3-fluoropropyl)pyrrolidine